C1N(CCC2=CC=CC=C12)[C@@H]1CN(C[C@@H]1O)C(=O)[O-] cis-3-(3,4-dihydroisoquinolin-2(1H)-yl)-4-Hydroxypyrrolidine-1-carboxylate